4-bromo-7-fluoro-N,N-dimethyl-1H-indazol-6-amine BrC1=C2C=NNC2=C(C(=C1)N(C)C)F